(Z)-5-(2,4-dihydroxybenzylidene)-1-(4-methoxyphenyl)pyrimidine-2,4,6(1H,3H,5H)-trione OC1=C(\C=C/2\C(NC(N(C2=O)C2=CC=C(C=C2)OC)=O)=O)C=CC(=C1)O